Coumaroyl-Methoxytryptamine C(\C=C\C1=CC=C(C=C1)O)(=O)N(CCC1=CNC2=CC=CC=C12)OC